methyl 4-(2-(4-hydroxyphenoxy)ethyl)piperazine-1-carboxylate OC1=CC=C(OCCN2CCN(CC2)C(=O)OC)C=C1